2-[2-(5-chloro-2-fluoro-phenyl)imidazo[1,2-a]pyridin-3-yl]-7-(4,5,6,7-tetrahydrotriazolo[1,5-a]pyrazin-3-yl)-1,5-naphthyridine ClC=1C=CC(=C(C1)C=1N=C2N(C=CC=C2)C1C1=NC2=CC(=CN=C2C=C1)C=1N=NN2C1CNCC2)F